10-iodo-4,6,8-trimethylundecyl pentyloxymethyl ether C(CCCC)OCOCCCC(CC(CC(CC(C)I)C)C)C